tert-butyl 4-((5-bromothiazol-2-yl)ethynyl)piperidine-1-carboxylate BrC1=CN=C(S1)C#CC1CCN(CC1)C(=O)OC(C)(C)C